ClC1=NN=C(C2=C1CCC2)Cl 1,4-dichloro-5H,6H,7H-cyclopenta[d]pyridazine